benzyl (2S,4S)-1-((4-phenoxybutyryl) glycyl)-4-phenylpyrrolidine-2-carboxylate O(C1=CC=CC=C1)CCCC(=O)NCC(=O)N1[C@@H](C[C@H](C1)C1=CC=CC=C1)C(=O)OCC1=CC=CC=C1